C1CC(=O)C(=O)C1=O cyclopentanetrione